NC1=C(C=C(C=N1)NC(C(=O)N1C(CCC(C1)C)C=1C=CC2=C(N=C(S2)CCOC)C1)=O)CC Racemic-N-(6-amino-5-ethylpyridin-3-yl)-2-(2-(2-(2-methoxyethyl)benzo[d]thiazol-5-yl)-5-methylpiperidin-1-yl)-2-oxoacetamide